2-[(2-methoxyphenyl)methyl]-6-nitro-indazol-3-amine COC1=C(C=CC=C1)CN1N=C2C=C(C=CC2=C1N)[N+](=O)[O-]